C[Si](CCOCC1CC=CC=C1)(C)C ((2-(trimethylsilyl)ethoxy)methyl)-1H-benzene